(3R,10S)-3-((1H-pyrazol-1-yl)methyl)-7-((2S,5R)-4-acryloyl-2,5-dimethylpiperazin-1-yl)-9-chloro-10-(5-methyl-1H-indazol-4-yl)-2,3-dihydro-5H-[1,4]oxazino[2,3,4-ij]-quinazolin-5-one N1(N=CC=C1)C[C@@H]1COC=2C(=C(C=C3C(=NC(N1C23)=O)N2[C@H](CN([C@@H](C2)C)C(C=C)=O)C)Cl)C2=C3C=NNC3=CC=C2C